CN1CC(=CC1)C(=O)N 1-methyl-2,5-dihydro-1H-pyrrole-3-carboxamide